C1(=CC=CC2=CC=CC=C12)N(C1=CC=C(C=C1)C1=CC=C(N(C2=CC=CC=C2)C2=CC=CC3=CC=CC=C23)C=C1)C1=CC=CC=C1 N,N'-bis(naphthalen-1-yl)-N,N'-bis-(phenyl)benzidine